CC1C(NC2=CC(=CC=C12)C(=O)NC1=CC2=C(C=N1)C=C(N2)CN2[C@H](CCC2)C)=O 3-methyl-N-(2-[[(2S)-2-methylpyrrolidin-1-yl]methyl]-1H-pyrrolo[3,2-c]pyridin-6-yl)-2-oxo-1,3-dihydroindole-6-carboxamide